(3-(bromomethyl)phenyl)(4-(bromomethyl)phenyl)methanone BrCC=1C=C(C=CC1)C(=O)C1=CC=C(C=C1)CBr